[7-chloro-3-ethyl-6-(1H-tetrazol-5-yl)imidazo[1,2-a]pyridin-2-yl]-phenyl-(2-pyridyl)methanol ClC1=CC=2N(C=C1C1=NN=NN1)C(=C(N2)C(O)(C2=NC=CC=C2)C2=CC=CC=C2)CC